(R)-tert-butyl 4-(3-bromo-2-ethyl-7-methylpyrazolo[1,5-a]pyrimidin-5-yl)-3-methylpiperazine-1-carboxylate BrC=1C(=NN2C1N=C(C=C2C)N2[C@@H](CN(CC2)C(=O)OC(C)(C)C)C)CC